(4-(phenylsulfonamidomethyl)benzyl)isonicotinamide C1(=CC=CC=C1)S(=O)(=O)NCC1=CC=C(CC2=C(C(=O)N)C=CN=C2)C=C1